2,6-bis-(1H-1,2,3-triazol-4-yl)-pyridine N1N=NC(=C1)C1=NC(=CC=C1)C=1N=NNC1